NCCN1C(C2(CCN(CC2)C2=C(C=C(C=C2)Cl)C(F)(F)F)C=2C=CC(=NC2C1)C=1C(=NC=CC1)OCC)=O 7-(2-aminoethyl)-1'-[4-chloro-2-(trifluoromethyl)phenyl]-2-(2-ethoxypyridin-3-yl)spiro[8H-1,7-naphthyridine-5,4'-piperidine]-6-one